6-(Difluoromethyl)-3-(4-(3-(oxetan-3-yl)pyrrolidin-1-yl)pyrimidin-2-yl)imidazo[1,2-a]pyrazine FC(C=1N=CC=2N(C1)C(=CN2)C2=NC=CC(=N2)N2CC(CC2)C2COC2)F